CN(C(O)=O)C1=NC=CC(=C1)C=1C=C2C(=NNC2=C(C1)C#CC1CC1)N.NCCC[Si](OCC)(OCC)OCC 3-aminopropyltriethoxysilane methyl-(4-(3-amino-7-(cyclopropylethynyl)-1H-indazol-5-yl)pyridin-2-yl)carbamate